7-(p-tolyl)dibenzo[c,e]oxepin-5(7H)-one C1(=CC=C(C=C1)C1C2=C(C3=C(C(O1)=O)C=CC=C3)C=CC=C2)C